2'-(3-(1-Cyanopyrrolidin-2-yl)-1,2,4-oxadiazol-5-yl)-[4,4'-bipyridine]-2-carbonitrile C(#N)N1C(CCC1)C1=NOC(=N1)C1=NC=CC(=C1)C1=CC(=NC=C1)C#N